1-(propan-2-yl)-5-{4-[2-(trifluoromethyl)phenyl]-1,3-oxazol-2-yl}-1H-1,2,3-benzotriazole CC(C)N1N=NC2=C1C=CC(=C2)C=2OC=C(N2)C2=C(C=CC=C2)C(F)(F)F